COCNC1=NC(=NC(=N1)N)N(CO)CO (methoxymethyl)dimethylolmelamine